NC=1SCC2(N1)COCC1=CC=C(C=C12)NS(=O)(=O)C1=CC=CC=C1 N-(2'-amino-5'H-spiro[isochroman-4,4'-thiazol]-6-yl)benzenesulfonamide